3-((tert-butoxycarbonyl)amino)-propoxylpicolinate C(C)(C)(C)OC(=O)NCCCOC=1C(=NC=CC1)C(=O)[O-]